C(C)N1C(N=C(C(=C1C)CCN1CC(C1)F)C)OC Ethyl-5-(2-(3-fluoroazetidin-1-yl)ethyl)-2-methoxy-4,6-dimethylpyrimidine